(2S,3R,4R)-ethyl 1-acetyl-4-((4-cyano-3-methylphenyl)amino)-2-cyclopropyl-3-methyl-1,2,3,4-tetrahydroquinoline-6-carboxylate C(C)(=O)N1[C@H]([C@@H]([C@H](C2=CC(=CC=C12)C(=O)OCC)NC1=CC(=C(C=C1)C#N)C)C)C1CC1